6-(2-(2-(2-isopropyl-phenyl)pyrrolidin-1-yl)-7-azaspiro[3.5]nonan-7-yl)nicotinamide C(C)(C)C1=C(C=CC=C1)C1N(CCC1)C1CC2(C1)CCN(CC2)C2=NC=C(C(=O)N)C=C2